2,2',2'',2'''-(ethane-1,2-diyldi-nitrilo)tetraacetic acid C(CN(CC(=O)O)CC(=O)O)N(CC(=O)O)CC(=O)O